COC(C1=CC=C(C=C1)C1=NC(=CN=C1)Cl)=O 4-(6-Chloropyrazin-2-yl)benzoic acid methyl ester